C(#N)C1=CC=CC(=N1)NC(C1=CC=CC=C1)=O N-(6-cyanopyridin-2-yl)benzamide